(Z)-6-nitro-3-(4-(trifluoromethyl)-2-vinylbenzylidene)isobenzofuran-1(3H)-one [N+](=O)([O-])C1=CC=C2/C(/OC(C2=C1)=O)=C/C1=C(C=C(C=C1)C(F)(F)F)C=C